(4-Chloro-5-methoxypyridin-2-yl)(cyclopropyl)methanone ClC1=CC(=NC=C1OC)C(=O)C1CC1